OC(C)(C)C1=CC=C(CC=2C(N(C3=CC=CC=C3C2)C)=O)C=C1 3-(4-(2-hydroxypropan-2-yl)benzyl)-1-methylquinolin-2(1H)-one